1-(3-(4-chlorophenoxy)propyl)piperidine ClC1=CC=C(OCCCN2CCCCC2)C=C1